FC=1C=C(C#N)C=C(C1)OC1=C2CCC(C2=C(C=C1)SC(F)(F)F)=O 3-fluoro-5-((1-oxo-7-(trifluoromethylthio)-2,3-dihydro-1H-inden-4-yl)oxy)benzonitrile